COCCN1CCN(CC1)C1=CC=C(C=C1)NC1=NC=CC(=C1)OC1=C(N=C(S1)C)C1=CC=CC=C1 N-(4-(4-(2-methoxyethyl)piperazin-1-yl)phenyl)-4-((2-methyl-4-phenylthiazol-5-yl)oxy)pyridine-2-amine